1-((1R,5S,7r)-7-(3-(2-hydroxyphenyl)-5-(2-hydroxypropan-2-yl)-7H-pyrrolo[2,3-c]pyridazin-6-yl)-3-oxa-9-azabicyclo[3.3.1]nonan-9-yl)prop-2-en-1-one OC1=C(C=CC=C1)C1=CC2=C(N=N1)NC(=C2C(C)(C)O)C2C[C@H]1COC[C@@H](C2)N1C(C=C)=O